5-fluoro-2-((2-oxotetrahydrofuran-3-yl)amino)-benzoic acid FC=1C=CC(=C(C(=O)O)C1)NC1C(OCC1)=O